1-(4-(6-((5-methylthiazol-2-yl)amino)-1-((tetrahydrofuran-3-yl)methyl)-1H-pyrrolo[3,2-c]pyridin-4-yl)-3,6-dihydropyridin-1(2H)-yl)prop-2-en-1-one CC1=CN=C(S1)NC1=CC2=C(C(=N1)C=1CCN(CC1)C(C=C)=O)C=CN2CC2COCC2